3-bromo-2-propenyl ethyl carbonate C(OCC=CBr)(OCC)=O